N,N,N-trimethyl-histidine C[N+](C)(C)[C@@H](CC1=CN=CN1)C(=O)O